N-ethyl-5-fluoro-2-({3-[(E)-2-{4-[3-(pyrrolidin-1-yl)propyl]pyridin-2-yl}vinyl]-1H-indazol-6-yl}thio)benzamide C(C)NC(C1=C(C=CC(=C1)F)SC1=CC=C2C(=NNC2=C1)\C=C\C1=NC=CC(=C1)CCCN1CCCC1)=O